N-(3-isopropoxy-1-methyl-1H-pyrazol-4-yl)formamide C(C)(C)OC1=NN(C=C1NC=O)C